C(C)OC(=O)C1=C(N=C(N1)CCC)C(C)(C)O (1-hydroxy-1-methylethyl)-2-propylimidazole-5-carboxylic acid ethyl ester